C(C)(=O)NC1=NC=CC(=C1)C1=C(N=C(N1COCC[Si](C)(C)C)SC)C=1C=C(C=CC1)NC(=O)C=1C=2C=CN(C2C=CC1)C N-(3-(5-(2-acetamidopyridin-4-yl)-2-(methylthio)-1-((2-(trimethylsilyl)ethoxy)methyl)-1H-imidazol-4-yl)phenyl)-1-methyl-1H-indole-4-carboxamide